2-chloro-4,6-di(naphthalen-1-yl)-1,3,5-triazine ClC1=NC(=NC(=N1)C1=CC=CC2=CC=CC=C12)C1=CC=CC2=CC=CC=C12